ClCC=1C=C(C#N)C=C(C1)F 3-(chloromethyl)-5-fluorobenzonitrile